2-Hydroxyethyl-2-hydroxypropanoate OCCOC(C(C)O)=O